O=C(C)[C@H]1CC[C@H]2[C@@H]3CC[C@H]4C[C@H](CC[C@]4(C)[C@H]3CC[C@]12C)NS(=O)(=O)C N-[(3β,5α)-20-Oxopregnan-3-yl]methansulfonamid